CCC(CC)NC(=O)C1=CN=C(O1)C1=CC(=CC=C1)C1=NN(C(=N1)C(NC(CC)CC)=O)CCN1CCCCC1 N-(pentan-3-yl)-2-(3-(5-(pentan-3-ylcarbamoyl)-1-(2-(piperidin-1-yl)ethyl)-1H-1,2,4-triazol-3-yl)phenyl)oxazole-5-carboxamide